FC=1C=C(C=C(C1)F)[C@@H]1CC[C@H]2OC3(C(N21)=O)CCN(CC3)C(=O)OC methyl (5'S,7a'R)-5'-(3,5-difluorophenyl)-3'-oxotetrahydro-1H,3'H-spiro[piperidine-4,2'-pyrrolo[2,1-b][1,3]oxazole]-1-carboxylate